C1(CC1)CNC(O[C@H]1C[C@H](CC1)C1=CC(=NN1)NC(CC1=CC=NO1)=O)=O (1R,3S)-3-{3-[(1,2-oxazol-5-ylacetyl)amino]-1H-pyrazol-5-yl}cyclopentyl (cyclopropylmethyl)carbamate